C(=C)(C)C1=CSC=C1 3-isopropenylthiophene